FC1=CC=C(C=C1)SC1=NC=CC=C1C=1C2=C(C(N(C1)C)=O)N(C=C2)S(=O)(=O)C2=CC=C(C)C=C2 4-(2-((4-fluorophenyl)thio)pyridin-3-yl)-6-methyl-1-tosyl-1,6-dihydro-7H-pyrrolo[2,3-c]pyridin-7-one